COC(=O)N1C[C@@H](CCC1)C1=NC(=NO1)C1=C(C(=C(C(=C1)F)C)[N+](=O)[O-])F.C(O)([O-])=O.[Na+] Sodium hydrogencarbonate methyl-(R)-3-(3-(2,5-difluoro-4-methyl-3-nitrophenyl)-1,2,4-oxadiazol-5-yl)piperidine-1-carboxylate